C1(CC1)CN[C@H]1CN(CCC1)C=1N=NC(=CC1)C1(COC1)N1N=NC(=C1)C=1C=NC=C(C1)N1CCCC1 (R)-N-(cyclopropylmethyl)-1-(6-(3-(4-(5-(pyrrolidin-1-yl)pyridin-3-yl)-1H-1,2,3-triazol-1-yl)oxetan-3-yl)pyridazin-3-yl)piperidin-3-amine